N[C@@H](CS)C(=O)C(C[C@H](N)C(=O)O)C(=O)O 4-cysteinyl-glutamic acid